OCC1(CCN(CC1)C1=NC=C(C=C1)C=1SC2=C(N1)C=CC(=C2)OC)O 4-(hydroxymethyl)-1-[5-(6-methoxy-1,3-benzothiazol-2-yl)pyridin-2-yl]piperidin-4-ol